S1C(=CC2=C1C=CC=C2)C2(CCN(CC2)C2=C(C(N(C1=CC=CC=C21)C)=O)C(=O)N)OC 4-[4-(1-Benzothien-2-yl)-4-methoxypiperidin-1-yl]-1-methyl-2-oxo-1,2-dihydroquinoline-3-carboxamide